COC=1C=C(C=2OC=3C=C(C=C(C3C(C2)=O)O)O)C=CC1O 3'-O-Methylluteolin